COC(C(C1=CC=C(C=C1)F)(O)C1OC2=C(C=CC=C2C=C1)Cl)=O 2-(8-chloro-2H-chromenyl)-2-hydroxy-2-p-fluorophenylacetic acid methyl ester